2-(4-propylphenyl)ethyl acrylate C(C=C)(=O)OCCC1=CC=C(C=C1)CCC